tetraethyl-tetravinylcyclotetrasiloxane C(C)[Si]1(O[Si](O[Si](O[Si](O1)(C=C)CC)(C=C)CC)(C=C)CC)C=C